FC=1C(=C(C=CC1F)[C@H]1[C@H](O[C@@]([C@@H]1C)(C(F)(F)F)C)C(=O)NC1=CC=CC(=N1)C(=O)N)OC 6-[[(2S,3S,4R,5S)-3-(3,4-difluoro-2-methoxy-phenyl)-4,5-dimethyl-5-(trifluoromethyl)tetrahydrofuran-2-carbonyl]amino]pyridine-2-carboxamide